C(#N)C1=C(SC2=C1CN(C(C2)(C)C)CC2CCCCC2)NC(CC2=CC(=C(C=C2)S(N)(=O)=O)OC)=O N-(3-Cyano-5-(cyclohexylmethyl)-6,6-dimethyl-4,5,6,7-tetrahydrothieno[3,2-c]pyridin-2-yl)-2-(3-methoxy-4-sulfamoylphenyl)-acetamid